CC=1N=C(C2=C(N1)C=NC(=C2)P2(CCNCC2)=O)N[C@H](C)C2=C(C(=CC=C2)C(F)(F)F)C 4-[2-methyl-4-({(1R)-1-[2-methyl-3-(trifluoromethyl)phenyl]ethyl}amino)pyrido[3,4-d]pyrimidin-6-yl]-1,4lambda5-azaphosphinan-4-one